8-(2-((2,2,2-trifluoroethyl)amino)-7H-pyrrolo[2,3-d]pyrimidin-5-yl)-3,4-dihydrobenzo[f][1,4]oxazepin-5(2H)-one FC(CNC=1N=CC2=C(N1)NC=C2C2=CC1=C(C(NCCO1)=O)C=C2)(F)F